tert-butyl 4-((4-(1H-pyrazol-1-yl)phenyl)(4H-benzo[d][1,3]dioxin-6-yl)methyl)piperazine-1-carboxylate N1(N=CC=C1)C1=CC=C(C=C1)C(N1CCN(CC1)C(=O)OC(C)(C)C)C1=CC2=C(OCOC2)C=C1